FC(COC=1C=C(C=C2C=CC=NC12)[C@@H]1C(C1)C=1C=2N(N=C(C1)C=1C(NC(NC1)=O)=O)C=CN2)(F)F 5-(8-((2S,2S)-2-(8-(2,2,2-trifluoroethoxy)quinolin-6-yl)cyclopropyl)imidazo[1,2-b]pyridazin-6-yl)pyrimidine-2,4(1H,3H)-dione